FC1(CN(CC1)C1=NC(=NC=C1)NC1CC2(CC(C2)OC2=C(C(=O)N)C=CC=N2)C1)F 2-(((2S,4s,6S)-6-((4-(3,3-difluoro-pyrrolidin-1-yl)pyrimidin-2-yl)amino)spiro[3.3]heptan-2-yl)oxy)nicotinamide